N-methyl-N-propylpiperidinium-bis(trifluoromethanesulfonyl)imide [N-](S(=O)(=O)C(F)(F)F)S(=O)(=O)C(F)(F)F.C[N+]1(CCCCC1)CCC